Cl.FC1(C(C1)(N)C)F 2,2-difluoro-1-methylcyclopropan-1-amine hydrochloride